FC(OC=1C=C(C=CC1F)C=1C=C2C(=NC1)C=NN2CC2=NC(=NC=C2)OC)F 6-[3-(Difluoromethoxy)-4-fluoro-phenyl]-1-[(2-methoxypyrimidin-4-yl)methyl]pyrazolo[4,3-b]pyridine